ClC1=C(C=CC=C1)N1/C(/SC=C1C(N(C)C)=O)=N/C(OCC)=O ethyl (Z)-[3-(2-chlorophenyl)-4-(dimethylcarbamoyl) thiazol-2-ylidene]Carbamate